C(=O)C=1C=CC(=C(COC2=C(C(=O)N)C=CC=C2)C1)OC 2-[(5-FORMYL-2-METHOXYBENZYL)OXY]BENZAMIDE